dioxygen dihydroxylamine salt NO.NO.[O].[O]